tert-butyl N-[(1S)-1-[(1S)-6-bromoindan-1-yl]-2-[4-(3-methylimidazol-4-yl)anilino]-2-oxo-ethyl]carbamate BrC1=CC=C2CC[C@@H](C2=C1)[C@@H](C(=O)NC1=CC=C(C=C1)C=1N(C=NC1)C)NC(OC(C)(C)C)=O